ClC1=C([C@]([C@H](C(C(=O)N)=C1F)C1=CC=CC2=C1CC(O2)(C2=CC=CC=C2)CN[C@@H]2CC[C@@H](CC2)OC)(F)O)OC(F)F (2s,3s,4s)-5-chloro-6-fluoro-3-hydroxy-2-(((((cis)-4-methoxycyclohexyl)amino)methyl)-2-phenyl-2,3-dihydrobenzofuran-4-yl)-4-(difluoromethoxy)-3-fluorobenzamide